(3S,4S)-4-(((Phenylmethoxy)carbonyl)amino)-3-(hydroxymethyl)piperidine-1-carboxylic acid tert-butyl ester C(C)(C)(C)OC(=O)N1C[C@@H]([C@H](CC1)NC(=O)OCC1=CC=CC=C1)CO